CNC1=CC2=C(C=N1)C(=NS2)N N6-methylisothiazolo[4,5-c]pyridine-3,6-diamine